4-amino-4H-1,2,4-triazole-3,5-diol NN1C(=NN=C1O)O